C[N+](C)(C)CC(=O)CC(=O)[O-] dehydrocarnitine